COC1=CC=C(CN2C(C(=C3N2C=CC=C3)C(=O)NC=3C(C(C(=C(C3F)F)C3=CC=CC=C3)F)(OC(F)(F)F)F)=O)C=C1 1-(4-Methoxybenzyl)-2-oxo-N-(2,3,5,6-tetrafluoro-3-(trifluoromethoxy)-[1,1'-biphenyl]-4-yl)-1,2-dihydropyrazolo[1,5-a]pyridine-3-carboxamide